1-[(3-bromo-4-fluoro-phenoxy)methyl]cyclobutanol BrC=1C=C(OCC2(CCC2)O)C=CC1F